1-[(1S)-1-(2-pyrimidin-2-yl-1,2,4-triazol-3-yl)ethyl]-3-(2,2,3,3-tetrafluoro-1,4-benzodioxin-6-yl)urea N1=C(N=CC=C1)N1N=CN=C1[C@H](C)NC(=O)NC1=CC2=C(OC(C(O2)(F)F)(F)F)C=C1